ethyl 2-(3-aminopyridin-2-yl)acetate NC=1C(=NC=CC1)CC(=O)OCC